FC1=C(OC2CCN(CC2)C2=NC(=NC=C2[N+](=O)[O-])C#N)C=CC(=C1)F 4-(4-(2,4-difluorophenoxy)piperidin-1-yl)-5-nitropyrimidine-2-carbonitrile